1-(sec-butyl)-N-(2-(2,6-dioxopiperidin-3-yl)-1-oxoisoindolin-5-yl)-1H-pyrrolo[2,3-b]pyridine-5-carboxamide C(C)(CC)N1C=CC=2C1=NC=C(C2)C(=O)NC=2C=C1CN(C(C1=CC2)=O)C2C(NC(CC2)=O)=O